[Na].[Na].[Na].C1(=CC=CC=C1)P(C1=CC=CC=C1)C1=CC=CC=C1 triphenylphosphine trisodium salt